C(C)OC(C(CCC=O)N(C1=C(C=C(C=C1)Br)N)C)=O (2-amino-4-bromo-N-methyl-anilino)-5-oxo-pentanoic Acid Ethyl Ester